N-(3-Chloro-4-(3-hydroxyazetidine-1-carbonyl)phenyl)-3-(imidazo[1,2-a]pyridin-5-yl)-1-methyl-4-(trifluoromethyl)-1H-pyrazole-5-carboxamide ClC=1C=C(C=CC1C(=O)N1CC(C1)O)NC(=O)C1=C(C(=NN1C)C1=CC=CC=2N1C=CN2)C(F)(F)F